CC1=NC=C(C=N1)CO 2-Methyl-5-pyrimidinemethanol